6-[4-(Pyrrolidin-3-carbonyl)piperazin-1-yl]pyridine-3-carbonitrile N1CC(CC1)C(=O)N1CCN(CC1)C1=CC=C(C=N1)C#N